C(CC)(=O)O.C(CC)(=O)O.O=C[C@H](O)[C@@H](O)[C@H](O)[C@H](O)CO D-glucose dipropionate